OCCCOC1=CC=C2C=C(C(=CC2=C1)O)C=1N=NC(=CC1)N(C1CC(NC(C1)(C)C)(C)C)C 7-(3-hydroxypropoxy)-3-(6-(methyl(2,2,6,6-tetramethylpiperidin-4-yl)amino)pyridazin-3-yl)naphthalen-2-ol